2-(3-chloro-5-fluorophenoxy)-8-fluorobicyclo[4.2.0]octa-1,3,5-trien-7-one ClC=1C=C(OC2=C3C(C(C3=CC=C2)=O)F)C=C(C1)F